4-(5-(difluoromethyl)-1,3,4-thiadiazol-2-yl)-8-((3S,5S)-3,5-dimethylpiperazin-1-yl)-N-(1-methylcyclopropyl)quinazoline-6-sulfonamide FC(C1=NN=C(S1)C1=NC=NC2=C(C=C(C=C12)S(=O)(=O)NC1(CC1)C)N1C[C@@H](N[C@H](C1)C)C)F